3-bromo-6-piperazin-1-yl-imidazo[1,2-a]pyridine BrC1=CN=C2N1C=C(C=C2)N2CCNCC2